ClC=1N=C(C2=C(N1)N(N=N2)[C@H]2[C@@H]([C@@H]([C@H](O2)CS(=O)(=O)CP(O)(O)=O)O)O)NCC2=CC(=CC=C2)Cl (((((2S,3S,4R,5R)-5-(5-chloro-7-((3-chlorobenzyl)amino)-3H-[1,2,3]triazolo[4,5-d]pyrimidin-3-yl)-3,4-dihydroxytetrahydrofuran-2-yl)methyl)sulfonyl)methyl)phosphonic acid